FC1=CC=2N(C=C1)C(=CN2)C2=C1CNC(C1=C(C=C2)NC2=NC=C(C=C2)[C@@H](C)N2CCOCC2)=O (R)-4-(7-fluoro-imidazo[1,2-a]pyridin-3-yl)-7-((5-(1-morpholino-ethyl)pyridin-2-yl)amino)isoindolin-1-one